2-(Tert-butyl)-9H-carbazole-1,3,4,5,6,7,8-d7 C(C)(C)(C)C1=C(C=2NC3=C(C(=C(C(=C3C2C(=C1[2H])[2H])[2H])[2H])[2H])[2H])[2H]